pentahydroxyphenylacetic acid OC1=C(C(=C(C(=C1CC(=O)O)O)O)O)O